C(C)(C)(C)[Si](OCCNCCCNS(=O)(=O)C)(C)C N-{3-[(2-{[tert-butyldi(methyl)silyl]oxy}ethyl)amino]propyl}methanesulfonamide